CC1(C2CC3=C(N(N=C3C1C2)C2=CC=C(C=C2)[N+](=O)[O-])C2=C(C=CC=C2C=O)C2=CC=CC=C2)C (6,6-dimethyl-2-(4-nitrophenyl)-4,5,6,7-tetrahydro-2H-5,7-methanoindazole-3-yl)-1,1'-biphenyl-3-formaldehyde